ClC1=C(C=C(C=C1)C[C@H](C(=O)N1C[C@@H](N(CC1)C=1C2=C(N=CN1)[C@@H](C[C@H]2C)O)C)NC(OC(C)(C)C)=O)F tert-butyl (R)-3-(4-chloro-3-fluorophenyl)-1-((S)-4-((5R,7R)-7-hydroxy-5-methyl-6,7-dihydro-5H-cyclopenta[d]pyrimidin-4-yl)-3-methylpiperazin-1-yl)-1-oxopropan-2-ylcarbamate